5-oxo-5,6,7,8-tetrahydroquinoline-2-carbonitrile O=C1C=2C=CC(=NC2CCC1)C#N